manganese, tetrahydrate O.O.O.O.[Mn]